C(C1=CC=CC=C1)C1CCN(CC1)CCNC(=O)C=1NC=2C=C3C(=CC2C1)OCO3 N-(2-(4-benzylpiperidin-1-yl)ethyl)-5H-[1,3]dioxolo[4,5-f]indol-6-carboxamide